C1(=CC=CC=C1)C=1N=CC(=NC1C1=CC=CC=C1)N1[C@H](CCC1)CCCO (R)-3-(1-(5,6-diphenylpyrazin-2-yl)pyrrolidin-2-yl)propanol